tert-butyl N-[(3R)-5-[(4-chlorophenyl)methyl]-7-[5-(5,5-difluoro-1-methyl-3-piperidyl)-1,2,4-oxadiazol-3-yl]-8-fluoro-1,4-dioxo-2,3-dihydro-1λ4,5-benzothiazepin-3-yl]carbamate ClC1=CC=C(C=C1)CN1C([C@H](CS(C2=C1C=C(C(=C2)F)C2=NOC(=N2)C2CN(CC(C2)(F)F)C)=O)NC(OC(C)(C)C)=O)=O